ethyl (S)-6-diazo-2-((S)-2-(methylthio)propanamido)-5-oxohexanoate [N+](=[N-])=CC(CC[C@@H](C(=O)OCC)NC([C@H](C)SC)=O)=O